ClC=1C=C(C#N)C=C(C1)C(C)(C)C1=CC=C(C=C1)OCC1=NC(=NC=C1)N1CCN(CC1)C1CN(C1)C1CN(CCC1)C=1C=C2C(N(C(C2=CC1)=O)C1C(NC(CC1)=O)=O)=O 3-chloro-5-(2-(4-((2-(4-(1-(1-(2-(2,6-dioxopiperidin-3-yl)-1,3-dioxoisoindolin-5-yl)piperidin-3-yl)azetidin-3-yl)piperazin-1-yl)pyrimidin-4-yl)methoxy)phenyl)Prop-2-yl)benzonitrile